3,4-dichlorobenzylmethylamine ClC=1C=C(CNC)C=CC1Cl